2-{3-[(3S)-3-(cyclobutylamino)pyrrolidin-1-yl]-1,2,4-triazin-6-yl}-5-(1-methyl-1H-pyrazol-4-yl)phenol C1(CCC1)N[C@@H]1CN(CC1)C=1N=NC(=CN1)C1=C(C=C(C=C1)C=1C=NN(C1)C)O